(2,4-dihydroxybutyl)carbamic acid tert-butyl ester C(C)(C)(C)OC(NCC(CCO)O)=O